6-fluoro-N-{[(3R,4S)-4-methyl-2-[6-methyl-3-(2H-1,2,3-triazol-2-yl)pyridine-2-carbonyl]-2-azabicyclo[3.1.1]hept-3-yl]methyl}-1,3-benzooxazol-2-amine FC1=CC2=C(N=C(O2)NC[C@@H]2N(C3CC([C@@H]2C)C3)C(=O)C3=NC(=CC=C3N3N=CC=N3)C)C=C1